3-[4-[[2-methyl-5-(trifluoromethyl)benzimidazol-1-yl]methyl]phenyl]-5-(trifluoromethyl)-1,2,4-oxadiazole CC1=NC2=C(N1CC1=CC=C(C=C1)C1=NOC(=N1)C(F)(F)F)C=CC(=C2)C(F)(F)F